ClC1=CC(=C(C=C1)C1=NC(=CC2=C1N=C(N(C2=O)C)C)N2C[C@@H](OC1(CC1)C2)C2=CC(=NC=C2)C)F (S)-8-(4-chloro-2-fluorophenyl)-2,3-dimethyl-6-(5-(2-methylpyridin-4-yl)-4-oxa-7-azaspiro[2.5]octan-7-yl)pyrido[3,4-d]pyrimidin-4(3H)-one